O=C1N(CCC(N1)=O)C1=C2C=CN(C2=CC=C1)C1CCN(CC1)CC1CCN(CC1)C1=CC=C(C=C1)C1CCN(CC1)C=1C=CC=C2C(=CNC12)C#N 7-(4-{4-[4-({4-[4-(2,4-Dioxo-1,3-diazinan-1-yl)-1H-indol-1-yl]piperidin-1-yl}methyl)piperidin-1-yl]phenyl}piperidin-1-yl)-1H-indole-3-carbonitrile